(2r,5s)-4-(7-(4-cyano-6-methylpyridin-2-yl)-5-(trifluoromethyl)-7H-pyrrolo[2,3-d]pyrimidin-4-yl)-2,5-dimethylpiperazine-1-carboxylic acid tert-butyl ester C(C)(C)(C)OC(=O)N1[C@@H](CN([C@H](C1)C)C=1C2=C(N=CN1)N(C=C2C(F)(F)F)C2=NC(=CC(=C2)C#N)C)C